C(#N)C1=C(C=C(C2=C1CCO2)C2=CC=C(C=C2)OC(F)(F)F)NCC(C(=O)O)=C 2-[[[4-cyano-7-[4-(trifluoromethoxy)phenyl]-2,3-dihydrobenzofuran-5-yl]amino]methyl]prop-2-enoic acid